ClC=1NC(N2CCCC3=C2C1CCON3)=O 6-chloro-2,3,7,8-tetrahydro-1H,4H,10H-9-oxa-3a,5,10-triazacyclohepta[de]naphthalen-4-one